C(C)[Si](CC)(CC)[Co] triethylsilyl-cobalt